3-benzyloxy-3-methyl-1-butanol C(C1=CC=CC=C1)OC(CCO)(C)C